C1(CCC1)OC1=C(C=CC(=C1F)F)[C@H]1[C@H](O[C@]([C@@H]1C)(C(F)(F)F)C)C(=O)NC1=CC(=NC=C1)C(=O)N 4-[[(2S,3s,4r,5r)-3-[2-(cyclobutoxy)-3,4-difluoro-phenyl]-4,5-dimethyl-5-(trifluoromethyl)tetrahydrofuran-2-carbonyl]amino]pyridine-2-carboxamide